octadecanate C(CCCCCCCCCCCCCCCCC)(=O)[O-]